3-benzyl-3-azabicyclo[3.1.1]heptane-6-one C(C1=CC=CC=C1)N1CC2C(C(C1)C2)=O